tert-Butyl 4-((7'-cyclopentyl-6'-oxo-6',7'-dihydrospiro[cyclopropane-1,5'-pyrrolo[2,3-d]pyrimidin]-2'-yl)amino)-2-methylpiperidine-1-carboxylate C1(CCCC1)N1C(C2(C3=C1N=C(N=C3)NC3CC(N(CC3)C(=O)OC(C)(C)C)C)CC2)=O